FC(OC=1C(=NC(=NC1)C1=C(C=CC=C1)C(C)C)NCC1=CC=C(C=C1)C=1N(C=C(N1)C(F)(F)F)C)F 5-(Difluoromethoxy)-2-(2-isopropylphenyl)-N-(4-(1-methyl-4-(trifluoromethyl)-1H-imidazol-2-yl)benzyl)pyrimidin-4-amine